C(C)N(C(C(F)(F)F)=O)C[C@H](C)OC=1N(N=CC1C=1C=C2C(=NN(C2=CC1)C1OCCCC1)C=C)C N-ethyl-2,2,2-trifluoro-N-[(2S)-2-[2-methyl-4-(1-tetrahydropyran-2-yl-3-vinyl-indazol-5-yl)pyrazol-3-yl]oxypropyl]acetamide